N-(1-(azetidin-1-ylmethyl)cyclopropyl)-1-(3-fluorophenyl)cyclopropane-1-carboxamide N1(CCC1)CC1(CC1)NC(=O)C1(CC1)C1=CC(=CC=C1)F